C(C)(C)(C)C1=CC=C(C=C1)C=1OC(=NN1)C1=CC=C(C=C1)C1=CC=CC=C1 2-(4-tert-butylphenyl)-5-(4-biphenylyl)-1,3,4-oxadiazole